trans-ricinoleic acid C(CCCCCCC\C=C\C[C@H](O)CCCCCC)(=O)O